glycine ethyl ester isocyanate (ethyl-isocyanatoacetate) C(C)C(C(=O)[O-])N=C=O.[N-]=C=O.C(C)OC(CN)=O